N[C@@H](C(=O)N1CC2=CC=C(C=C2C1)CNS(=O)(=N)C)CC1=C(C=C(C=C1)Cl)Cl N-({2-[(2R)-2-amino-3-(2,4-dichlorophenyl)propanoyl]-2,3-dihydro-1H-isoindol-5-yl}methyl)methanesulfonoimidamide